benzyl (2R,3S)-3-[(tert-butoxycarbonyl)amino]-2-([[4-(trifluoromethanesulfonyloxy)cyclohex-3-en-1-yl]oxy]methyl)piperidine-1-carboxylate C(C)(C)(C)OC(=O)N[C@@H]1[C@@H](N(CCC1)C(=O)OCC1=CC=CC=C1)COC1CC=C(CC1)OS(=O)(=O)C(F)(F)F